tert-butyl 2-[4-({6-[(3-bromo-4-cyano-1-{[2-(trimethylsilyl)ethoxy]methyl}-1H-pyrazol-5-yl)amino]pyridin-3-yl}oxy)piperidin-1-yl]acetate BrC1=NN(C(=C1C#N)NC1=CC=C(C=N1)OC1CCN(CC1)CC(=O)OC(C)(C)C)COCC[Si](C)(C)C